[(1R,5S,6r)-6-methyl-6-(4-oxa-5-azaspiro[2.4]hept-5-en-6-yl)-3-azabicyclo[3.1.0]hex-3-yl]methanone CC1([C@H]2CN(C[C@@H]12)C=O)C1=NOC2(CC2)C1